C(C)(=O)OC1=CC(=CC=2N(C(=NC21)C)S(=O)(=O)C(F)(F)F)C(N(C)C)=O 6-(dimethylcarbamoyl)-2-methyl-1-((trifluoromethyl) sulfonyl)-1H-benzo[d]imidazol-4-yl acetate